S-((1-(benzyloxy) cyclopropyl) methyl) thioacetate C(C)(=O)SCC1(CC1)OCC1=CC=CC=C1